C(C)(C)(C)C=C(C(=O)O)C.C(C=C)(=O)O acrylate (t-butyl (methyl) acrylate)